6-bromo-2,4-dimethylbenzo[d]oxazole BrC1=CC2=C(N=C(O2)C)C(=C1)C